N-{3-[(2,5-difluoro[biphenyl]-3-yl)methyl]-5-fluoro-2-[2-hydroxy(2H4)propanoyl]-2-azabicyclo[3.1.1]heptan-4-yl}ethanesulfonamide FC1=C(C=C(C=C1CC1N(C2CC(C1NS(=O)(=O)CC)(C2)F)C(C(C([2H])([2H])[2H])(O)[2H])=O)F)C2=CC=CC=C2